(R)-1-((tert-butoxycarbonyl)amino)-2,3-dihydro-1H-indene-5-carboxylic acid C(C)(C)(C)OC(=O)N[C@@H]1CCC2=CC(=CC=C12)C(=O)O